3-{5-[(4-fluorophenyl)methoxy]-1-(2-methylfuran-3-carbonyl)-1H-pyrazol-3-yl}-1-[2-(morpholin-4-yl)-2-oxoethyl]-4-(trifluoromethyl)azetidin-2-one FC1=CC=C(C=C1)COC1=CC(=NN1C(=O)C1=C(OC=C1)C)C1C(N(C1C(F)(F)F)CC(=O)N1CCOCC1)=O